OCC(C)S(=O)(=O)NC1=CC=C(C(=O)N)C=C1 4-[1-hydroxypropane-2-sulfonylamino]benzamide